C(\C=C/C(=O)O)(=O)O.NS(=O)(=O)C1=C(N=C(S1)N(C(CC1=CC=C(C=C1)C1=NC=CC=C1)=O)C)C N-[5-(amino-sulfonyl)-4-methyl-1,3-thiazol-2-yl]-N-methyl-2-[4-(2-pyridinyl)phenyl]acetamide maleate